Cl.FC1=CC=C(OC2=C3C(=NC=C2)NC=C3C3=NC(=NC=C3)N)C=C1 4-(4-(4-fluorophenoxy)-1H-pyrrolo[2,3-b]pyridin-3-yl)pyrimidin-2-amine hydrochloride